C(\C=C\C1=CC(O)=C(O)C=C1)O Caffeyl Alcohol